ClC=1C(=NC(=NC1)NC=1C=C2CCNCC2=CC1)NC1=CC=C2CNC(C2=C1)=O 6-((5-chloro-2-((1,2,3,4-tetrahydroisoquinolin-6-yl)amino)pyrimidin-4-yl)amino)isoindolin-1-one